4,7-bis(4-aminophenyl)-alpha-methyl-1H-benzimidazole-2-methanol NC1=CC=C(C=C1)C1=CC=C(C=2NC(=NC21)C(O)C)C2=CC=C(C=C2)N